Magnesium ethylpropoxide C(C)C([O-])CC.[Mg+2].C(C)C([O-])CC